2-(2-chlorophenyl)-2-(5-(trifluoromethyl)pyridazin-3-yl)acetonitrile ClC1=C(C=CC=C1)C(C#N)C=1N=NC=C(C1)C(F)(F)F